(R)-N-(1-hydroxypropan-2-yl)-4-methoxy-3-methyl-2-(4-(trifluoromethyl)phenyl)quinoline-7-carboxamide OC[C@@H](C)NC(=O)C1=CC=C2C(=C(C(=NC2=C1)C1=CC=C(C=C1)C(F)(F)F)C)OC